N1(N=CC=2C1=NC=CC2)C2=CN1C(S2)=C(C=N1)C(=O)N 2-(1H-pyrazolo[3,4-b]pyridin-1-yl)pyrazolo[5,1-b]thiazole-7-carboxamide